FC1=CC=C(C=C1)C=1C=C2C(=NC=NC2=C(C1)C=1C=NN(C1)C)N[C@H](C)C=1C=NC(=NC1)C(F)(F)F (R)-6-(4-fluorophenyl)-8-(1-methyl-1H-pyrazol-4-yl)-N-(1-(2-(trifluoromethyl)pyrimidin-5-yl)ethyl)quinazolin-4-amine